methyl 3-(bis(2,6-dichlorobenzyl) amino)-2-bromopropionate ClC1=C(CN(CC(C(=O)OC)Br)CC2=C(C=CC=C2Cl)Cl)C(=CC=C1)Cl